(S)-3-methyl-2-(methylamino)butan-1-ol CC([C@@H](CO)NC)C